2-(5-cyano-1-(1-((1s,4s)-4-isopropylcyclohexyl)piperidin-4-yl)-2-oxoindolin-3-yl)-N-methoxyacetamide C(#N)C=1C=C2C(C(N(C2=CC1)C1CCN(CC1)C1CCC(CC1)C(C)C)=O)CC(=O)NOC